O=C1OCC2=CC(=CC=C12)N1CCC2(CN(C2)C(=O)OC(C)(C)C)CC1 tert-butyl 7-(1-oxo-1,3-dihydroisobenzofuran-5-yl)-2,7-diazaspiro[3.5]nonane-2-carboxylate